6-chloro-N-(3-methyl-4-((1-methyl-1H-benzo[d][1,2,3]triazol-5-yl)oxy)phenyl)pyrido[3,2-d]pyrimidin-4-amine ClC=1C=CC=2N=CN=C(C2N1)NC1=CC(=C(C=C1)OC1=CC2=C(N(N=N2)C)C=C1)C